F[C@H]1CN(CC1)C(C=O)(C)C (R)-2-(3-fluoropyrrolidin-1-yl)-2-methylpropanal